propargyl-triethylene glycol C(C#C)C(COCCOCCO)O